OC=1C=C(C=C(C1)O)CN1C(C2=CC=CC=C2C1=O)=O 2-[(3,5-dihydroxyphenyl)methyl]isoindole-1,3-dione